CN1C=C(C2=CC=CC=C12)\C=C\1/C(NC=2C1=NC=CC2)=O (3Z)-3-[(1-methylindol-3-yl)methylidene]-1H-pyrrolo[3,2-b]pyridin-2-one